FC=1C(=C(C=CC1F)C1C(OC(C1C)(C(F)(F)F)C)C(=O)[O-])OC 3-(3,4-difluoro-2-methoxyphenyl)-4,5-dimethyl-5-(trifluoromethyl)tetrahydrofuran-2-carboxylate